tert-butyl (R)-3-((5-(5-acetyloxazol-2-yl)-1-((2-(trimethylsilyl)ethoxy)methyl)-1H-pyrrolo[2,3-b]pyridin-4-yl)amino)piperidine-1-carboxylate C(C)(=O)C1=CN=C(O1)C=1C(=C2C(=NC1)N(C=C2)COCC[Si](C)(C)C)N[C@H]2CN(CCC2)C(=O)OC(C)(C)C